1-(6-fluoro-3H-benzotriazol-5-yl)-3-[(1S)-1-(2-pyrimidin-2-yl-1,2,4-triazol-3-yl)ethyl]urea FC=1C(=CC2=C(N=NN2)C1)NC(=O)N[C@@H](C)C=1N(N=CN1)C1=NC=CC=N1